C(C1=CC=CC=C1)OC=1C=C2CCC(=C(C2=CC1)C1=C(C(=C(C=C1)N1CCC2(CC(C2)C(OC)OC)CC1)F)OC)Br 7-(4-(6-(benzyloxy)-2-bromo-3,4-dihydronaphthalen-1-yl)-2-fluoro-3-methoxyphenyl)-2-(dimethoxymethyl)-7-azaspiro[3.5]nonane